C(C1=CC=CC=C1)C1=C2N(C=C(N1)C1=CC=C(C=C1)O)C(C(=N2)CC2=CC=C(C=C2)O)=O 8-Benzyl-6-(4-hydroxyphenyl)-2-[(4-hydroxyphenyl)methyl]imidazo[1,2-a]pyrazin-3(7H)-one